ClC1=CC2=C(C(=N1)N1CCC(CC1)NC(OC(C)(C)C)=O)N=CN2 tert-butyl (1-(6-chloro-1H-imidazolo[4,5-c]pyridin-4-yl)piperidin-4-yl)carbamate